4-(4-bromo-3-vinyl-phenoxy)-benzonitrile BrC1=C(C=C(OC2=CC=C(C#N)C=C2)C=C1)C=C